(S)-2-(4-(6-((4-(difluoromethyl)-2-fluorobenzyl)oxy)pyridin-2-yl)-2,5-difluorobenzyl)-1-(4,4-dimethyltetrahydrofuran-3-yl)-1H-benzo[d]imidazole-6-carboxylic acid FC(C1=CC(=C(COC2=CC=CC(=N2)C2=CC(=C(CC3=NC4=C(N3[C@@H]3COCC3(C)C)C=C(C=C4)C(=O)O)C=C2F)F)C=C1)F)F